5-Methyl-2-[(2s)-6-methylhept-5-en-2-yl]phenyl pyridine-4-carboxylate N1=CC=C(C=C1)C(=O)OC1=C(C=CC(=C1)C)[C@@H](C)CCC=C(C)C